(r)-1-(3-(3-(cyclohexylmethoxy)phenyl)-3-hydroxypropyl)guanidine C1(CCCCC1)COC=1C=C(C=CC1)[C@@H](CCNC(=N)N)O